CN(/C=C(\CC1=CC=C(C2=CC=CC=C12)OC)/C1=CC(=CC=C1)Cl)C (E)-3-(dimethylamino)-1-(4-methoxynaphthalene-1-yl)-2-(3-chlorophenyl)prop-2-ene